C(C=C)NC(C1=CC(=CC(=C1)[N+](=O)[O-])Br)=O N-allyl-3-bromo-5-nitrobenzamide